FC1=C(C=C(C=C1)C=1C=C(C(=C(C1)O)[C@H]1[C@@H](C[C@@H](C(=C1)C)O)C(=C)C)O)OC (1R,2R,4S)-4''-Fluoro-3''-methoxy-5-methyl-2-(prop-1-en-2-yl)-1,2,3,4-tetrahydro-[1,1':4',1''-terphenyl]-2',4,6'-triol